N-(2-methoxy-4-(4-methyl-4H-1,2,4-triazol-3-yl)phenyl)-5-methyl-8-(6-oxa-2-azaspiro[3.4]octan-2-yl)pyrido[3,4-d]pyrimidin-2-amine COC1=C(C=CC(=C1)C1=NN=CN1C)NC=1N=CC2=C(N1)C(=NC=C2C)N2CC1(C2)COCC1